N1(CCCCC1)C1=CC=C(C=N1)C=1N=CC2=C(N1)CCS2=O 2-(6-(piperidin-1-yl)pyridin-3-yl)-6,7-dihydrothieno[3,2-d]pyrimidine 5-oxide